C1(CC1)N1C(C(=CC=C1)NC(=O)C=1C(=NC=2N(C1)C=C(N2)C21COC(C2)(C1)COC)OC(C)C)=O N-(1-cyclopropyl-2-oxo-1,2-dihydropyridin-3-yl)-7-isopropoxy-2-(1-(methoxymethyl)-2-oxabicyclo[2.1.1]hex-4-yl)imidazo[1,2-a]pyrimidine-6-carboxamide